1-[4-(phenylthio)phenyl]-propane C1(=CC=CC=C1)SC1=CC=C(C=C1)CCC